6-amino-7-(3-hydroxy-2,6-dimethylphenyl)-2-(pyrrolidine-2-carboxamido)-7H-pyrrolo[2,3-d]pyrimidine-5-carboxamide NC1=C(C2=C(N=C(N=C2)NC(=O)C2NCCC2)N1C1=C(C(=CC=C1C)O)C)C(=O)N